O=C1NC(CCC1N1C(C2=CC=C(C=C2C1=O)C1CCNCC1)=O)=O 4-(2-(2,6-dioxopiperidin-3-yl)-1,3-dioxoisoindoline-5-yl)piperidine